(Z)-2-fluoro-3-(isoxazol-5-yl)acrylic acid F\C(\C(=O)O)=C/C1=CC=NO1